2-iodo-1H-indol-4-amine IC=1NC=2C=CC=C(C2C1)N